N,N-dimethyl-N-acrylamidopropyl-N-(3-sulfopropyl)-ammonium C[N+](CCCS(=O)(=O)O)(CCCNC(C=C)=O)C